trans-(6-(2-bromo-6-chloropyridin-4-yl)morpholin-2-yl)methanol BrC1=NC(=CC(=C1)[C@H]1O[C@@H](CNC1)CO)Cl